COC([C@H](CC#C)NC(=O)OC(C)(C)C)=O.C(C1=CC=CC=C1)S(=O)(=O)NC(C1=CC=C(C=C1)N1CCN(CC1)CC1=C(C=CC=C1)C1=CC=C(C=C1)OC)=O N-benzylsulfonyl-4-[4-[[2-(4-methoxyphenyl)phenyl]methyl]piperazin-1-yl]benzamide Methyl-(S)-2-((tert-butoxycarbonyl)amino)pent-4-ynoate